[O-]CCC.C(CCCCCCCCCCCCCCC(C)C)(=O)O.C(CCCCCCCCCCCCCCC(C)C)(=O)O.C(CCCCCCCCCCCCCCC(C)C)(=O)O triisostearic acid propoxide